NC1=NC=NC=2N(C3=CC=C(C=C3C21)C)CC(=O)N2[C@@H]1C[C@@]1(C[C@H]2C(=O)NC2=NC(=CC=C2)Br)C (1R,3S,5R)-2-(2-(4-amino-6-methyl-9H-pyrimido[4,5-b]indol-9-yl)acetyl)-N-(6-bromopyridin-2-yl)-5-methyl-2-azabicyclo[3.1.0]hexane-3-carboxamide